NC=1NC(C=2N=CN(C2N1)[C@@H]1C([C@@H]([C@H](C1)O)CO)=C)=O 2-amino-9-[(1S,3R,4S)-4-hydroxy-3-(hydroxymethyl)-2-methylenecyclopentyl]-1H-purin-6-one